(8-difluoromethylene-1,8-dihydrodibenzo[e,h]azulen-1-yl)-N-(1,1-dimethylethyl)dimethylsilanamide titanium (III) [Ti+3].FC(=C1C2=C(C=3C(C=CC3C3=C1C=CC=C3)C[Si](=O)N(C(C)(C)C)C)C=CC=C2)F